methyl 5-(((tert-butoxycarbonyl)(isobutyl)amino)methyl)-2-oxo-1-(2,2,2-trifluoroethyl)-1,2-dihydropyridine-3-carboxylate C(C)(C)(C)OC(=O)N(CC(C)C)CC=1C=C(C(N(C1)CC(F)(F)F)=O)C(=O)OC